N[C@@H]1C(N(CC1)CC1=C(C=C(C=C1)C)C)=O (S)-3-Amino-1-(2,4-dimethylbenzyl)pyrrolidin-2-one